fluoro-1-pyridinium F[N+]1=CC=CC=C1